C1(CC1)N1N=CC(=C1)C=1C=C(C(NC1)=O)C(=O)NC1=NC(=CC=C1)C1=NN=CN1C1CC1 5-(1-Cyclopropyl-1H-pyrazol-4-yl)-N-(6-(4-cyclopropyl-4H-1,2,4-triazol-3-yl)pyridin-2-yl)-2-oxo-1,2-dihydropyridine-3-carboxamide